O=C(C(=O)OC)CCCCCCCCCC methyl oxododecanoate